6-chloro-2-(4-{[3-(difluoromethyl)azetidin-1-yl]methyl}anilino)-3-phenylquinazolin-4(3H)-one ClC=1C=C2C(N(C(=NC2=CC1)NC1=CC=C(C=C1)CN1CC(C1)C(F)F)C1=CC=CC=C1)=O